FC(C=1C(=C(C=CC1)[C@@H](C)NC=1C2=C(N=C(N1)C)NC(C(=C2)CN2CCN(CC2)C(C)C)=O)F)F (R)-4-((1-(3-(difluoromethyl)-2-fluorophenyl)ethyl)amino)-6-((4-isopropylpiperazin-1-yl)methyl)-2-methylpyrido[2,3-d]pyrimidin-7(8H)-one